C(C1=CC=CC=C1)CC1CCC(CC1)C=1SC2=C(N1)C=C(C(=C2)Br)OC 2-[4-(Benzylmethyl)cyclohexyl]-6-bromo-5-methoxy-1,3-benzothiazole